OC(CNC1CC=2C=CC=C(C2C1)C#N)CC1CN(C(O1)=O)C1=NC2=C(OCC(N2)=O)N=C1 2-[[2-hydroxy-3-[2-oxo-3-(3-oxo-4H-pyrazino[2,3-b][1,4]oxazin-6-yl)-1,3-oxazolidin-5-yl]propyl]amino]-2,3-dihydro-1H-indene-4-carbonitrile